[N+]([O-])(O)=NO hyponitric acid